2-(1-isopropyl-4-methyl-1H-pyrazol-5-yl)-7-methyl-4-(4-(1-methyl-4-(trifluoromethyl)-1H-imidazol-2-yl)benzyl)-6,7-dihydropyrazolo[1,5-a]pyrimidin-5(4H)-one C(C)(C)N1N=CC(=C1C1=NN2C(N(C(CC2C)=O)CC2=CC=C(C=C2)C=2N(C=C(N2)C(F)(F)F)C)=C1)C